tert-butyl (3R,4R)-4-[[3-(2,6-dibenzyloxy-3-pyridyl)-1-methyl-indazol-6-yl]amino]-3-fluoro-piperidine-1-carboxylate C(C1=CC=CC=C1)OC1=NC(=CC=C1C1=NN(C2=CC(=CC=C12)N[C@H]1[C@@H](CN(CC1)C(=O)OC(C)(C)C)F)C)OCC1=CC=CC=C1